5-(4-chloro-2-fluorophenyl)-3-ethyl-2-methyl-7-((2S)-2-(2-methyl-4-pyridinyl)-4-morpholinyl)pyrido[4,3-d]pyrimidin-4(3H)-one ClC1=CC(=C(C=C1)C1=NC(=CC=2N=C(N(C(C21)=O)CC)C)N2C[C@@H](OCC2)C2=CC(=NC=C2)C)F